C(C)(=O)OCC=1C(=NC=CC1C1=CN(C(C(=C1)NC1=NNC=C1)=O)C)N1C(C2=CC=3CC(CC3N2CC1)(C)C)=O (2-{4,4-Dimethyl-9-oxo-1,10-diazatricyclo[6.4.0.02,6]dodeca-2(6),7-dien-10-yl}-4-{1-methyl-6-oxo-5-[(1H-pyrazol-3-yl)amino]-1,6-dihydropyridin-3-yl}pyridin-3-yl)methyl Acetate